C(C)(C)(C)OC(=O)N1CCN(CC1)C=1C(=NC(=CC1)C(NCC)=O)F.C(C)NC(=O)C1=NC(=C(C=C1)N1CCNCC1)F N-ethyl-6-fluoro-5-piperazin-1-yl-pyridine-2-carboxamide tert-butyl-4-[6-(ethylcarbamoyl)-2-fluoro-3-pyridyl]piperazine-1-carboxylate